Cl.NC1=C(C=O)C=C(C=C1)Cl 2-AMINO-5-CHLOROBENZALDEHYDE HYDROCHLORIDE